ClC=1C(N(C(=CC1OCC1=NC=C(C=C1F)F)C)C1=C(C=CC(=C1)N1C(C(=CC=C1)C(C)(C)O)=O)C)=O rel-3-chloro-4-[(3,5-difluoropyridin-2-yl)methoxy]-1-{5-[3-(2-hydroxypropan-2-yl)-2-oxopyridin-1-yl]-2-methylphenyl}-6-methylpyridin-2-one